2-((2-(tetrahydrofuran-3-yl)ethyl)amino)pyrido[2,3-d]pyrimidin-7(8H)-one O1CC(CC1)CCNC=1N=CC2=C(N1)NC(C=C2)=O